5-methoxy-3-[5-(trifluoromethyl)-2,3-dihydro-1-benzofuran-2-yl]benzonitrile COC=1C=C(C=C(C#N)C1)C1OC2=C(C1)C=C(C=C2)C(F)(F)F